FC=1C=C(OC2=C3C(C(C3=C(C=C2)S(=O)(=O)C)F)F)C=C(C1)F 2-(3,5-difluorophenoxy)-7,8-difluoro-5-(methylsulfonyl)bicyclo[4.2.0]octa-1,3,5-triene